tert-Butyl (3-(2-chloro-N-methyl-5-nitrobenzamido)-2,6-difluorophenyl)(methyl)carbamate ClC1=C(C(=O)N(C)C=2C(=C(C(=CC2)F)N(C(OC(C)(C)C)=O)C)F)C=C(C=C1)[N+](=O)[O-]